C(C)(C)(C)OC(=O)N(C(OC(C)(C)C)=O)CCCCCCCCCCCCC1=CC2=C(N(C(N2C)=O)C2C(NC(CC2)=O)=O)C=C1 tert-butyl N-tert-butoxycarbonyl-N-[12-[1-(2,6-dioxo-3-piperidyl)-3-methyl-2-oxo-benzimidazol-5-yl]dodecyl]carbamate